3-N-butoxypropionitrile CCCCOCCC#N